ClC1=C(C=CC(=C1)Cl)[C@@H](C)N1N=NC2=C1C=C(C(=C2)C)N2CC(C2)C2CC(C2)(C(=O)[O-])C (R)-3-(1-(1-((R)-1-(2,4-dichlorophenyl) ethyl)-5-methyl-1H-benzo[d][1,2,3]triazol-6-yl) azetidin-3-yl)-1-methylcyclobutane-1-carboxylate